N-(2,7-dimethyl-2H-indazol-5-yl)-4-(3,3-dimethylpiperazin-1-yl)-2,3-dihydro-1H-pyrrolo[2,3-b]pyridine-1-carboxamide formate C(=O)O.CN1N=C2C(=CC(=CC2=C1)NC(=O)N1CCC=2C1=NC=CC2N2CC(NCC2)(C)C)C